C(COCCOCCOCCN)N 3,6,9-trioxaundecylenediamine